7-((7-(5-fluoro-2-(((3S,4R)-3-hydroxytetrahydro-2H-pyran-4-yl)amino)pyrimidin-4-yl)-1-isopropyl-3-methyl-4-oxo-1,4-dihydroquinolin-2-yl)methyl)-2,7-diazaspiro[4.5]decan-1-one FC=1C(=NC(=NC1)N[C@H]1[C@@H](COCC1)O)C1=CC=C2C(C(=C(N(C2=C1)C(C)C)CN1CC2(CCNC2=O)CCC1)C)=O